1-Imino-1H-benzo[f]isoindol-3-amine N=C1N=C(C=2C=C3C(=CC12)C=CC=C3)N